ClC1=NC2=C(C3=C(C=C2C(=C1C(C)C)C1=CC=C(C=C1)F)C=NN3C(C(C)(C)C)=O)C 1-[7-chloro-5-(4-fluorophenyl)-6-isopropyl-9-methyl-pyrazolo[4,3-g]Quinolin-1-yl]-2,2-dimethyl-propan-1-one